(2-amino-4-fluorophenyl)boric acid NC1=C(C=CC(=C1)F)OB(O)O